4-methyl-3-{3-methyl-5-[4-(trifluoromethyl)phenoxy]-phenyl}-1H,4H,5H-pyrazolo[4,3-b]pyridin-5-one CN1C2=C(C=CC1=O)NN=C2C2=CC(=CC(=C2)OC2=CC=C(C=C2)C(F)(F)F)C